tert-butyl (2R,4S)-4-[3-(4-fluorophenyl)-4-{6-phenylfuro[2,3-d]pyrimidin-4-yl}pyrazol-1-yl]-2-methylpyrrolidine-1-carboxylate FC1=CC=C(C=C1)C1=NN(C=C1C=1C2=C(N=CN1)OC(=C2)C2=CC=CC=C2)[C@H]2C[C@H](N(C2)C(=O)OC(C)(C)C)C